6-(2,5-dioxo-2,5-dihydro-1H-pyrrol-1-yl)-N'-(5-((3aS,6aR)-2-oxohexahydro-1H-thieno[3,4-d]imidazol-4-yl)pentanoyl)hexanehydrazide O=C1N(C(C=C1)=O)CCCCCC(=O)NNC(CCCCC1SC[C@@H]2NC(N[C@@H]21)=O)=O